(2s,4r)-N-(3-chloro-2-fluorophenylmethyl)-4-methylpyrrolidine-2-carboxamide ClC=1C(=C(C=CC1)CNC(=O)[C@H]1NC[C@@H](C1)C)F